Cl.C(C)N(C=1C(C)=CC(=CC1)N)CC N,N-diethyltoluene-2,5-diamine hydrochloride